diethyl (2-((4-((4-([1,2,4]triazolo[1,5-a]pyridin-7-yloxy)-3-methylphenyl) amino) quinazolin-6-yl) amino)-2-oxoethyl) phosphate P(=O)(OCC)(OCC)OCC(=O)NC=1C=C2C(=NC=NC2=CC1)NC1=CC(=C(C=C1)OC1=CC=2N(C=C1)N=CN2)C